(S)-3-(1'-((1-((4-fluorophenyl)sulfonyl)-1H-pyrazol-4-yl)methyl)-6-oxo-6,8-dihydro-2H,7H-spiro[furo[2,3-e]isoindole-3,4'-piperidin]-7-yl)piperidine-2,6-dione FC1=CC=C(C=C1)S(=O)(=O)N1N=CC(=C1)CN1CCC2(CC1)COC1=C3CN(C(C3=CC=C12)=O)[C@@H]1C(NC(CC1)=O)=O